FC=1C=C(C(NC1)=O)[C@@H]1N(C[C@H](C1)F)C=1C=CC=2N(N1)C(=CN2)N2N=NC(=C2)CCO 5-fluoro-3-((2R,4S)-4-fluoro-1-(3-(4-(2-hydroxyethyl)-1H-1,2,3-triazol-1-yl)imidazo[1,2-b]pyridazin-6-yl)pyrrolidin-2-yl)pyridin-2(1H)-one